CC=1C=C(C(=O)OC2=CC(=CC(=C2)C=NC2=CC=C(C=C2)Cl)Cl)C=CC1 3-chloro-5-((4-chlorophenylimino)meth-yl)phenyl 3-methylbenzoate